ClC1=CC(=C2C(=N1)C(=C(S2)CC)C)NCC=2OC=CC2 1-(5-chloro-7-{[(furan-2-yl)methyl]amino}-3-methylthieno[3,2-b]pyridin-2-yl)ethan